COC=1C=C(C(=O)OC)C=CC1COC1=NC=CC=N1 methyl 3-methoxy-4-(pyrimidin-2-yloxymethyl)benzoate